O(C(C)(C)C)NC(C[C@@H](C(=O)N[C@H](C(=O)OCC1=CC=CC=C1)C)NC(CCC1=CC=CC=C1)=O)=O (S)-benzyl 2-((S)-4-(tertbutoxylamino)-4-oxo-2-(3-phenylpropanamido)butanamido)propanoate